2,2-bis[4-(4-amino-3-carboxyphenoxy)phenyl]propane tert-butyl-2-[4-(4,4,5,5-tetramethyl-1,3,2-dioxaborolan-2-yl)phenyl]pyrrolidine-1-carboxylate C(C)(C)(C)OC(=O)N1C(CCC1)C1=CC=C(C=C1)B1OC(C(O1)(C)C)(C)C.NC1=C(C=C(OC2=CC=C(C=C2)C(C)(C)C2=CC=C(C=C2)OC2=CC(=C(C=C2)N)C(=O)O)C=C1)C(=O)O